2-fluoro-benzoate FC1=C(C(=O)[O-])C=CC=C1